2-bromo-1-((2R,4aS,4bR,6aS,7S,7aS,8aR,8bR,8cR,10aR)-2-hydroxy-2,6a-dimethyloctadecahydrocyclopenta[4,5]cyclopenta[1,2-a]phenanthren-7-yl)ethan-1-one BrCC(=O)[C@H]1[C@@H]2[C@H](C3[C@@]1(CC[C@@H]1[C@H]4CC[C@@](CC4CCC31)(C)O)C)CCC2